N-(3-(N-(tert-butyl)sulfamoyl)phenyl)-4-(((2-hydroxy-ethyl)sulfonyl)methyl)-2-(6-azaspiro[2.5]octan-6-yl)benzamide C(C)(C)(C)NS(=O)(=O)C=1C=C(C=CC1)NC(C1=C(C=C(C=C1)CS(=O)(=O)CCO)N1CCC2(CC2)CC1)=O